C1(CC1)[C@@H](C)NC1=NC(=NC(=N1)N[C@H](C)C1CC1)C1=NC(=CC=C1)OC N2,N4-bis((R)-1-cyclopropylethyl)-6-(6-methoxypyridin-2-yl)-1,3,5-triazine-2,4-diamine